N[C@H](C(F)(F)F)C1=CC(=CS1)C#N |o1:1| (R*)-5-(1-amino-2,2,2-trifluoroethyl)thiophene-3-carbonitrile